FC(OC1=CC=C(C=N1)NC(=O)C1=NC(=NC(=C1)C1CCOCC1)C1=CN=CN1C)F N-(6-(difluoromethoxy)pyridin-3-yl)-2-(1-methyl-1H-imidazol-5-yl)-6-(tetrahydro-2H-pyran-4-yl)pyrimidine-4-carboxamide